FC=1C=C2CCC(C2=C(C1)OC)NC(OC(C)(C)C)=O tert-butyl (5-fluoro-7-methoxy-2,3-dihydro-1H-inden-1-yl)carbamate